5-p-sulfanylphenyl-4-m-chlorophenyl-1,2,4-triazole SC1=CC=C(C=C1)C=1N(C=NN1)C1=CC(=CC=C1)Cl